racemic-{4-[1-{[4-(2-chloro-4-methoxy-5-methylphenyl)-5-methyl-1,3-thiazol-2-yl](prop-2-yn-1-yl)amino}-2-cyclopropylethyl]-2-fluorophenyl}methanol ClC1=C(C=C(C(=C1)OC)C)C=1N=C(SC1C)N([C@H](CC1CC1)C1=CC(=C(C=C1)CO)F)CC#C |r|